3-methyl-4-oxooctahydro-2H-pyrazino[1,2-a]pyrazine-2-carboxylic acid benzyl ester C(C1=CC=CC=C1)OC(=O)N1CC2N(C(C1C)=O)CCNC2